4-[7-Methoxy-3-methyl-8-(1-methyl-1H-pyrazol-4-yl)-2-oxo-2,3-dihydroimidazo-[4,5-c]quinolin-1-yl]-nicotinonitrile COC=1C(=CC=2C3=C(C=NC2C1)N(C(N3C3=CC=NC=C3C#N)=O)C)C=3C=NN(C3)C